C1(=CC=CC=C1)C1=CC2=CC=CC=C2C=C1C(F)(F)F 2-phenyl-3-(trifluoromethyl)naphthalene